C(C)NC1=NC(=C2C(=N1)N(N=C2)C)NCC2=CC=C(C=N2)S(=O)(=O)N 6-(((6-(ethylamino)-1-methyl-1H-pyrazolo[3,4-d]pyrimidin-4-yl)amino)methyl)pyridine-3-sulfonamide